S1C=C(C=C1)N1CC(CC1)CO (1-(thiophen-3-yl)pyrrolidin-3-yl)methanol